2-oxo-3-azabicyclo[3.1.0]Hexane-3-carboxylic acid tert-butyl ester C(C)(C)(C)OC(=O)N1C(C2CC2C1)=O